(E)-3-(3-(4-methoxyphenyl)acryloyl)oxazolidin-2-one-5,5-d2 COC1=CC=C(C=C1)/C=C/C(=O)N1C(OC(C1)([2H])[2H])=O